6-cyclopropyl-7-fluoro-3-(isoquinolin-4-yl)quinazoline C1(CC1)C1=CC2=CN(CN=C2C=C1F)C1=CN=CC2=CC=CC=C12